Glycerol monoricinoleate C(CCCCCCC\C=C/C[C@H](O)CCCCCC)(=O)OCC(O)CO